ClC1=C(C=CC=C1)C1=CC=C(N=N1)NC1[C@H]2CN(C[C@@H]12)CC1CCOCC1 (1s,5r)-N-[6-(2-chlorophenyl)pyridazin-3-yl]-3-(tetrahydropyran-4-ylmethyl)-3-azabicyclo[3.1.0]hexane-6-amine